ClC=1C=CC=C2C(N(C(=NC12)N1CCCC1)NC(CC1=CC(=CC(=C1)F)F)=O)=O N-(8-Chloro-4-oxo-2-pyrrolidin-1-yl-4H-quinazolin-3-yl)-2-(3,5-difluoro-phenyl)-acetamide